5-(2-(2-chlorophenyl)-4,4-difluoropiperidin-1-yl)-N-((R,E)-4-(methylsulfonyl)but-3-en-2-yl)pyrazine-2-carboxamide ClC1=C(C=CC=C1)C1N(CCC(C1)(F)F)C=1N=CC(=NC1)C(=O)N[C@H](C)\C=C\S(=O)(=O)C